FC(OCC1(CC1)NC(=O)C=1C=NN2C1CN(C(C2)C)C(=O)C=2NC1=CC=CC=C1C2)F N-{1-[(difluoromethoxy)methyl]cyclopropyl}-5-(1H-indole-2-carbonyl)-6-methyl-4H,5H,6H,7H-pyrazolo[1,5-a]pyrazine-3-carboxamide